FC=1C(=C(C=C(C1)F)NC(=S)C=1C(NCCC1NCC1=C(C=NC=C1)OCCOC)=O)OC N-(3,5-difluoro-2-methoxyphenyl)-4-({[3-(2-methoxyethoxy)pyridin-4-yl]methyl}amino)-2-oxo-1,2,5,6-tetrahydropyridine-3-carbothioamide